CC=1SC(=C(N1)C1=CC=CC=C1)OC1=CC(=NC=C1)NC=1C=C(C=CC1)S(=O)(=O)O 3-((4-((2-Methyl-4-phenylthiazol-5-yl)oxy)pyridin-2-yl)amino)benzenesulfonic acid